Cl.Cl.C(C)S(=O)(=O)N[C@@H]1[C@@H](NCC1(F)F)CC=1C(=C(C=CC1)CC1=C(C=CC(=N1)OCC(=O)O)C)F [(6-{[3-({(2S,3R)-3-[(Ethanesulfonyl)amino]-4,4-difluoropyrrolidin-2-yl}methyl)-2-fluorophenyl]methyl}-5-methylpyridin-2-yl)oxy]acetic acid dihydrochloride